[Te].C[SiH](C)C.C[SiH](C)C bis(trimethylsilane) tellurium